FC=1C=C(C=NC1)C1=CC(=NC(=C1F)C)C#N 5,5'-Difluoro-6'-methyl-[3,4'-bipyridine]-2'-carbonitrile